(E)-4-(ethylamino)but-2-enoic acid C(C)NC/C=C/C(=O)O